CN1N=CC(=C1C)C1=CSC2=C1N=C(N=C2N2[C@@H](COCC2)C)C2=C1C(=NC=C2)NC=C1 (R)-4-(7-(1,5-Dimethyl-1H-pyrazol-4-yl)-2-(1H-pyrrolo[2,3-b]pyridin-4-yl)thieno[3,2-d]pyrimidin-4-yl)-3-methylmorpholine